5-((1-(4-(3-(3-(tert-butyl)-1H-pyrazol-5-yl)ureido)phenyl)-1H-benzo[d]imidazole-5-yl)oxy)-N-(2-(2,6-dioxopiperidin-3-yl)-1-oxoisoindol-4-yl)pentanamide C(C)(C)(C)C1=NNC(=C1)NC(NC1=CC=C(C=C1)N1C=NC2=C1C=CC(=C2)OCCCCC(=O)NC2=C1CN(C(C1=CC=C2)=O)C2C(NC(CC2)=O)=O)=O